1-(7-bromo-8-fluoroquinazolin-2-yl)-3-(3-hydroxyadamantan-1-yl)urea BrC1=CC=C2C=NC(=NC2=C1F)NC(=O)NC12CC3(CC(CC(C1)C3)C2)O